monomethyl terephthalate (r-monomethyl terephthalate) CC1=C(C(=O)O)C=CC(=C1)C(=O)O.C(C1=CC=C(C(=O)O)C=C1)(=O)OC